C(C)(C)(C)OC(=O)N1C[C@H](CC1)OC1=NC(=CC(=C1)O)NCC1=CC=CC=C1 (S)-3-((6-(benzylamino)-4-hydroxypyridin-2-yl)oxy)pyrrolidine-1-carboxylic acid tert-butyl ester